CC(=O)N[C@@H]1[C@H](CC(O[C@H]1[C@@H]([C@@H](CO[C@H]2[C@@H]([C@H]([C@H]([C@H](O2)CO)O)O)O)O)O)(C(=O)O)O)O The molecule is a member of the class of neuraminic acids that is N-acetylneuraminic acid in which the hydroxy group at position 9 has been glycosylated by a beta-D-galactopyranosyl group. It is a member of neuraminic acids and a beta-D-galactoside. It derives from a N-acetylneuraminic acid.